ClC1=CC=C(C[C@@H]2N(CCC(C2)=O)C(=O)OC(C)(C)C)C=C1 tert-butyl (S)-2-(4-chlorobenzyl)-4-oxopiperidine-1-carboxylate